(E)-3-(2-(4,4,5,5-tetramethyl-1,3,2-dioxaborolan-2-yl)vinyl)pyridine CC1(OB(OC1(C)C)/C=C/C=1C=NC=CC1)C